NC1=CC(=C(OC=2N=C(SC2C(C)=O)C)C=C1)Cl 1-[4-(4-amino-2-chloro-phenoxy)-2-methyl-thiazol-5-yl]ethanone